3-Formyl-4,5-dimethyl-pyrazole-1-carboxylic acid tert-butyl ester C(C)(C)(C)OC(=O)N1N=C(C(=C1C)C)C=O